N-(3,5-difluoro-4-(1-(2-hydroxy-1-(1-methoxycyclobutyl)ethyl)-1H-1,2,3-triazol-4-yl)phenyl)-2-(2-fluoro-3-(trifluoromethyl)phenyl)acetamide FC=1C=C(C=C(C1C=1N=NN(C1)C(CO)C1(CCC1)OC)F)NC(CC1=C(C(=CC=C1)C(F)(F)F)F)=O